CC1(C=NC=2C=CC3=C(C12)C=CC=C3)C 1,1-dimethyl-1H-benzo[e]indole